NC1CCN(CC1)CCNC1=C2C(N(C(C2=CC=C1)=O)C1C(NC(CC1)=O)=O)=O 4-((2-(4-aminopiperidin-1-yl)ethyl)amino)-2-(2,6-dioxopiperidin-3-yl)isoindoline-1,3-dione